6-amino-6'-cyano-N-[(1S,2S)-2-({4-[(1S)-1-(4-methylpiperazin-1-yl)-2,3-dihydro-1H-inden-5-yl]phenyl}methoxy)cyclopentyl][3,3'-bipyridine]-5-carboxamide NC1=C(C=C(C=N1)C=1C=NC(=CC1)C#N)C(=O)N[C@@H]1[C@H](CCC1)OCC1=CC=C(C=C1)C=1C=C2CC[C@@H](C2=CC1)N1CCN(CC1)C